4-[(trans-4-aminocyclohexyl)amino]-N'-(2-chloro-4-hydroxy-phenyl)-6-(6-methoxy-3-pyridyl)pyrrolo[1,2-b]pyridazine-3-carboxamidine formic acid salt C(=O)O.N[C@@H]1CC[C@H](CC1)NC=1C=2N(N=CC1C(=NC1=C(C=C(C=C1)O)Cl)N)C=C(C2)C=2C=NC(=CC2)OC